FC=1C=NC(=C(C(=O)O)C1)N1N=CC=N1 5-fluoro-2-(2H-1,2,3-triazol-2-yl)nicotinic acid